FC1(CN(C1)C1=NC(=CC(=C1)C1CCN(CC1)C(C)=O)NC1=NC=C(N=C1)C)F 1-(4-(2-(3,3-difluoroazetidin-1-yl)-6-((5-methylpyrazin-2-yl)amino)pyridin-4-yl)piperidin-1-yl)ethan-1-one